5-(4-((5-cyclopropylisoxazol-3-yl)methoxy)phenyl)-2-oxo-6-(trifluoromethyl)-1,2-dihydropyridine-3-carboxamide C1(CC1)C1=CC(=NO1)COC1=CC=C(C=C1)C=1C=C(C(NC1C(F)(F)F)=O)C(=O)N